(difluoromethoxy)-2-isopropylpyrimidin-4-amine FC(OC=1C(=NC(=NC1)C(C)C)N)F